8-(3-fluoro-2,6-dimethylphenyl)-9-(4-((1-(3-fluoropropyl)azetidin-3-yl)methyl)phenyl)-6,7-dihydro-5H-benzo[7]annulene-3-carboxylic acid FC=1C(=C(C(=CC1)C)C=1CCCC2=C(C1C1=CC=C(C=C1)CC1CN(C1)CCCF)C=CC(=C2)C(=O)O)C